Hydroxyl-sulfuric acid OOS(O)(=O)=O